CS(=O)(=O)C1=CC=C(C=C1)NC1=NC=C2C=CN=C(C2=C1)C1=CC(CCC1)=O 3-(7-((4-(methylsulfonyl)phenyl)amino)-2,6-naphthyridin-1-yl)cyclohex-2-en-1-one